2-[1-[2-(5-Cyanoisoindolin-2-yl)-3-methyl-4-oxo-6-(trifluoromethyl)chromen-8-yl]ethylamino]benzoic acid C(#N)C=1C=C2CN(CC2=CC1)C=1OC2=C(C=C(C=C2C(C1C)=O)C(F)(F)F)C(C)NC1=C(C(=O)O)C=CC=C1